ClC1=CC=CC(=N1)C1(CCC1)NC(=O)C1=NC(=CC=C1OC)NC1=CC(=NC(=C1)F)F N-[1-(6-chloro-2-pyridyl)cyclobutyl]-6-[(2,6-difluoro-4-pyridyl)amino]-3-methoxy-pyridine-2-carboxamide